2-amino-4-sulfanylsulfanylidenethiobutanoic acid NC(C(=S)O)C(CS)=S